1,6-dihydropyrimidine-5-carboxylate N1C=NC=C(C1)C(=O)[O-]